FC1=C(C(=CC(=C1)N[C@@H]1CN(CC1)CCCF)F)[C@H]1N([C@@H](CC2=C1NC1=CC(=CC=C21)C(=O)OC)C)CC(C)(F)F methyl (1r,3r)-1-(2,6-difluoro-4-(((S)-1-(3-fluoropropyl) pyrrolidin-3-yl) amino) phenyl)-2-(2,2-difluoropropyl)-3-methyl-2,3,4,9-tetrahydro-1H-pyrido[3,4-b]indole-7-carboxylate